FC(C1=NC=2C(=NC(=CC2)C(F)(F)F)N1C1=CC2=C(NCS2)C=C1)(F)F 6-[2,5-Bis(trifluoromethyl)imidazo[4,5-b]pyridin-3-yl]-3H-1,3-benzothiazol